CN([C@@H]([C@@H](C)CC)C(=O)O)C(CCCCBr)=O methyl-5-bromopentanoyl-isoleucine